3-cyano-N-(2-((1S,4r)-4-(4-(2-(2-((S)-2,6-diaminohexanamido)ethoxy)ethyl)piperazin-1-yl)cyclohexyl)-6-(2-hydroxypropan-2-yl)-2H-indazol-5-yl)pyrrolo[1,2-b]pyridazine-7-carboxamide C(#N)C1=CC=2N(N=C1)C(=CC2)C(=O)NC2=CC1=CN(N=C1C=C2C(C)(C)O)C2CCC(CC2)N2CCN(CC2)CCOCCNC([C@H](CCCCN)N)=O